BrC1=CN(C=2N=CN=CC21)C2(CC(C2)C#N)CC#N (1s,3s)-3-(5-bromo-7H-pyrrolo[2,3-d]pyrimidin-7-yl)-3-(cyanomethyl)cyclobutane-1-carbonitrile